5-(((1-(6-(5-((R)-2-(2,4-difluorophenyl)pyrrolidin-1-yl)pyrazolo[1,5-a]pyrimidin-3-yl)pyridin-2-yl)piperidin-4-yl)(methyl)amino)methyl)-2-(2,6-dioxopiperidin-3-yl)isoindoline-1,3-dione FC1=C(C=CC(=C1)F)[C@@H]1N(CCC1)C1=NC=2N(C=C1)N=CC2C2=CC=CC(=N2)N2CCC(CC2)N(C)CC=2C=C1C(N(C(C1=CC2)=O)C2C(NC(CC2)=O)=O)=O